[Sb]=S.[Zn].[Pb].[Cu] Copper lead zinc antimony sulfide